ClC=1C=C(C(=O)N[C@H]2COC[C@@H]2O)C=CC1N1CCN(CC1)CC=1C=NC=2C=C(C(NC2C1)=O)CC 3-Chloro-4-(4-((7-ethyl-6-oxo-5,6-dihydro-1,5-naphthyridin-3-yl)methyl)piperazin-1-yl)-N-((3S,4R)-4-hydroxytetrahydrofuran-3-yl)benzamide